ClC1=C(C=CC(=C1)Cl)C[C@H](C[C@H]([C@@H](C(C)(C)C)O)N1N=CNC1=S)C 2-[(2R,4R,5R)-1-(2,4-Dichlorophenyl)-5-hydroxy-2,6,6-trimethylheptan-4-yl]-2,4-dihydro-3H-1,2,4-triazole-3-thione